ClC1=C(C=CC(=C1)CC(C(CC1CC1)=O)C(C1=CC=C(C=C1)F)=O)S(=O)(=O)N(CC1=CC=C(C=C1)OC)CC1=CC=C(C=C1)OC 2-chloro-4-(4-cyclopropyl-2-(4-fluorobenzoyl)-3-oxobutyl)-N,N-bis(4-methoxybenzyl)benzenesulfonamide